4-(2-(2-((2-(2,6-dioxopiperidin-3-yl)-1,3-dioxoisoindolin-4-yl)amino)ethoxy)ethoxy)-N-((1,2,3,5,6,7-hexahydro-s-indacen-4-yl)carbamoyl)benzenesulfonamide O=C1NC(CCC1N1C(C2=CC=CC(=C2C1=O)NCCOCCOC1=CC=C(C=C1)S(=O)(=O)NC(NC1=C2CCCC2=CC=2CCCC12)=O)=O)=O